NC1CCN(CC1)C=1C=CC(=NC1)NC1=NC=CC(=N1)C1=C(N=C(S1)NC1CCCC1)C 5-(2-((5-(4-Aminopiperidin-1-yl)pyridin-2-yl)amino)pyrimidin-4-yl)-N-cyclopentyl-4-methylthiazol-2-amine